FC=1C=CC2=C(NC(=NS2(=O)=O)NCC2=C3N=CC=NC3=CC=C2)C1[C@@H](C)C1=C(C=CC=C1)F (S)-6-fluoro-5-(1-(2-fluorophenyl)ethyl)-3-((quinoxalin-5-ylmethyl)amino)-4H-benzo[e][1,2,4]thiadiazine 1,1-dioxide